FC1=C(N=CC2=C1N=C(N=C2N2C[C@@H](NCC2)CC#N)OC[C@@H]2N(CCC2)C)C2=CC=CC1=CC=CC(=C21)C [(2S)-4-[8-fluoro-7-(8-methyl-1-naphthyl)-2-[[(2R)-1-methylpyrrolidin-2-yl]methoxy]pyrido[4,3-d]pyrimidin-4-yl]piperazin-2-yl]acetonitrile